C1(CC1)N1N=CC(=C1)[C@@H]1OCC[C@@H](C1)C1=NC2=NC(=CC=C2C(=C1)C1=C(C=C(C=C1)C(F)(F)F)F)C 2-((2R,4S)-2-(1-cyclopropyl-1H-pyrazol-4-yl)tetrahydro-2H-pyran-4-yl)-4-(2-fluoro-4-(trifluoromethyl)phenyl)-7-methyl-1,8-naphthyridine